N1(CCNCC1)S(=O)(=O)OC1=C(C=CC=C1)C(=O)N1CCC2=CC(=CC=C12)S(=O)(=O)N1CCN(CC1)C1=NC(=CC(=N1)C#N)C 2-(5-((4-(4-cyano-6-methylpyrimidin-2-yl)piperazin-1-yl)sulfonyl)indoline-1-carbonyl)phenyl piperazine-1-sulfonate